8-(4-(2-(dimethylamino)ethoxy)pyridin-2-yl)-N-(6-(piperazin-1-yl)pyridin-3-yl)quinazolin-2-amine CN(CCOC1=CC(=NC=C1)C=1C=CC=C2C=NC(=NC12)NC=1C=NC(=CC1)N1CCNCC1)C